BrC1=CC=C(C=N1)C=1CCN(CC1)C(=O)OC(C)(C)C Tert-butyl 6-bromo-3',6'-dihydro-[3,4'-bipyridine]-1'(2'H)-formate